CCCCCCCCCCCCC(=O)O 13-tridecanoic acid